BrC1=CC=C(C=C1)[C@H]1[C@@H]([C@](CC=C1)(C(=O)OC)F)C(=O)OC |r| rac-dimethyl (1R,2R,3R)-4'-bromo-3-fluoro-1,2,3,4-tetrahydro-[1,1'-biphenyl]-2,3-dicarboxylate